C(C1=CC=CC=C1)C(C(=O)NC=1C=NC2=C(C=CC=C2C1)F)(CC(C)C)C#N 2-benzyl-2-cyano-N-(8-fluoro-3-quinolyl)-4-methyl-pentanamide